C(CC)O[Al] mono(n-propoxy)aluminum